COC1=C(C=C(C=C1)C(CN1CCOCC1)(C)C)S(=O)(=O)N 2-methoxy-5-(2-methyl-1-morpholinopropan-2-yl)benzenesulfonamide